ClC1=C(C=2N=C(N=C(C2C=N1)N1CC(CCC1)C1=NC=NN1COCC[Si](C)(C)C)OCC12CCCN2CCC1)F 7-chloro-8-fluoro-2-((hexahydro-1H-pyrrolizin-7a-yl)methoxy)-4-(3-(1-((2-(trimethylsilyl)ethoxy)methyl)-1H-1,2,4-triazol-5-yl)piperidin-1-yl)pyrido[4,3-d]pyrimidine